NC1=NC2=NC=CN=C2C(N1)=O 2-amino-4-oxo-3,4-dihydropteridin